FC1=C(C=C(C=C1)N1N(C(C=2C1=NC(=NC2)SC)=O)C(C)C)C 1-(4-fluoro-3-methylphenyl)-2-isopropyl-6-(methylthio)-1H-pyrazolo[3,4-d]pyrimidin-3(2H)-one